(E)-N'-(1-fluoro-3-(tetrahydro-2H-pyran-2-yl)-7,8,9,10-tetrahydrocyclohepta[e]indazol-6(3H)-ylidene)-4-methylbenzenesulfonohydrazide FC1=NN(C=2C=CC\3=C(C12)CCCC/C3=N\NS(=O)(=O)C3=CC=C(C=C3)C)C3OCCCC3